6-(4-aminophenyl)-1,4-dimethylpiperazin NC1=CC=C(C=C1)C1CN(CCN1C)C